OC1=CC=C(C=C1)N(S(=O)(=O)C)C N-(4-hydroxyphenyl)-N-methylmethanesulfonamide